5-(4-(trifluoromethyl)phenoxy)-2-naphthoic acid FC(C1=CC=C(OC2=C3C=CC(=CC3=CC=C2)C(=O)O)C=C1)(F)F